CN1N=CC(=C1)C=1N=C(C=2N(C1)N=CC2)C=2C=NN(C2)C2C(CCC2)CO (2-(4-(6-(1-methyl-1H-pyrazol-4-yl)pyrazolo[1,5-a]pyrazin-4-yl)-1H-pyrazol-1-yl)cyclopentyl)methanol